CC1CN=C(CC1)C1=CC(=CC=C1)C(F)(F)F 3-methyl-6-(3-(trifluoromethyl)phenyl)-2,3,4,5-tetrahydropyridine